BrC=1C(=C2C(CC[C@@]3(C2=CC1)N=C1N(C=C(C=C1OC(F)F)C#N)C3)(F)F)F (S)-6'-bromo-8-(difluoromethoxy)-4',4',5'-trifluoro-3',4'-dihydro-2'H,3H-spiro[imidazo[1,2-a]pyridine-2,1'-naphthalene]-6-carbonitrile